BrC=1C=NN(C1C1=C(C=2C=NN(C2C=C1)C)C#N)C 5-(4-bromo-1-methyl-1H-pyrazol-5-yl)-1-methyl-1H-indazole-4-carbonitrile